4-ethoxy-N-(2-methoxy-4-(2,2,2-trifluoro-1-morpholinoethyl)phenyl)-7-toluenesulfonyl-7H-pyrrolo[2,3-d]pyrimidin-2-amine C(C)OC=1C2=C(N=C(N1)NC1=C(C=C(C=C1)C(C(F)(F)F)N1CCOCC1)OC)N(C=C2)S(=O)(=O)CC2=CC=CC=C2